C(=C)C1=NC=CC(=C1)C=1C(=C2CCCC2=CC1)NC(=O)NS(=O)(=O)C N-((5-(2-vinylpyridin-4-yl)-2,3-dihydro-1H-inden-4-yl)carbamoyl)methanesulfonamide